CC1=CC=C(C=N1)C=1N=C(NC1)C1N(CCCC1)C(C(C)SC)=O 1-(2-(4-(6-Methylpyridin-3-yl)-1H-imidazol-2-yl)piperidin-1-yl)-2-(methylsulfanyl)propan-1-one